N-[(1S)-1-[(2S,4R)-4-hydroxy-2-[[(1S)-1-[4-(4-methylthiazol-5-yl)phenyl]ethyl]carbamoyl]pyrrolidine-1-carbonyl]-2,2-dimethyl-propyl]piperidine-4-carboxamide O[C@@H]1C[C@H](N(C1)C(=O)[C@H](C(C)(C)C)NC(=O)C1CCNCC1)C(N[C@@H](C)C1=CC=C(C=C1)C1=C(N=CS1)C)=O